COC1=CC=C(CNC2=C(N=CC3=C(C=CC=C23)Br)C(=O)NCC=C(F)F)C=C1 4-((4-methoxybenzyl)amino)-8-bromo-N-(3,3-difluoroallyl)isoquinoline-3-carboxamide